isopropyl (R)-2-((4-(3-(dimethylamino)pyrrolidin-1-yl)-2-methoxy-5-nitrophenyl)amino)-4-(3,3,5-trimethyl-2,3-dihydro-1H-pyrrolo[3,2-b]pyridin-1-yl-2,2-d2)pyrimidine-5-carboxylate CN([C@H]1CN(CC1)C1=CC(=C(C=C1[N+](=O)[O-])NC1=NC=C(C(=N1)N1C(C(C2=NC(=CC=C21)C)(C)C)([2H])[2H])C(=O)OC(C)C)OC)C